C(C)(C)C=1N=C(C2=CC3=C(C=C2C1C1=CC(=NC=C1)OC)C=NN3)OC3CC(C3)C(=O)O 3-[[6-isopropyl-5-(2-methoxy-4-pyridinyl)-1H-pyrazolo[4,3-g]isoquinolin-8-yl]oxy]cyclobutanecarboxylic acid